COC(=O)NCC(=O)O (Methoxycarbonyl)glycine